NC=1C(=C2C(=NC1)C(CC2)OC(C)=O)N2C[C@H](CCC2)NC(=O)OC(C)(C)C acetic acid 3-amino-4-{(3S)-3-[(tert-butoxycarbonyl) amino] piperidin-1-yl}-6,7-dihydro-5H-cyclopenta[b]pyridin-7-yl ester